(S)-1-(2-(5-amino-3-chloropyridin-2-yl)-2H-1,2,3-triazol-4-yl)ethan-1-ol NC=1C=C(C(=NC1)N1N=CC(=N1)[C@H](C)O)Cl